C(C)(=O)S[C@H]1[C@H]([C@@H]2CC[C@H](C1)N2C(=O)OC(C)(C)C)F |r| Rac-tert-butyl (1S,2S,3R,5R)-3-(acetylthio)-2-fluoro-8-azabicyclo[3.2.1]octane-8-carboxylate